1-(6-methoxy-3,4-dihydro-2H-benzo[b][1,4]oxazin-7-yl)-6-(pyrazolo[1,5-a]pyrimidin-3-yl)-1H-pyrazolo[4,3-c]pyridine COC1=CC2=C(OCCN2)C=C1N1N=CC=2C=NC(=CC21)C=2C=NN1C2N=CC=C1